((S)-3-(3,5-difluorophenyl)isoxazolidin-2-yl)((3S,4R)-3-fluoro-1-(5-methyl-1,3,4-oxadiazol-2-yl)piperidin-4-yl)methanone FC=1C=C(C=C(C1)F)[C@H]1N(OCC1)C(=O)[C@@H]1[C@@H](CN(CC1)C=1OC(=NN1)C)F